N[C@@H]1CN(CC[C@H]1OC=1N=NC(=CC1)C)C1=CC=C(C=N1)C=1C=2N(C=C(C1)OCC)N=CC2C#N 4-(6-((3r,4r)-3-amino-4-((6-methylpyridazin-3-yl)oxy)piperidin-1-yl)pyridin-3-yl)-6-ethoxypyrazolo[1,5-a]pyridine-3-carbonitrile